C1(=CC=CC=C1)C(C(C(=O)O)(C1=CC=CC=C1)C1=CC=CC=C1)C1=CC=CC=C1.CC(C(=O)NC1CCN(CC1)C)(COC1=NC=CC=C1OC(F)(F)F)C 2,2-dimethyl-N-(1-methylpiperidin-4-yl)-3-((3-(trifluoromethoxy)pyridin-2-yl)oxy)propanamide tetra-phenylpropionate